(S)-N-(1-(7-(Benzo[d]oxazol-2-yl)quinolin-5-yl)cyclopropyl)-2-methyl-5-((1-methylazetidin-2-yl)methoxy)benzamide O1C(=NC2=C1C=CC=C2)C2=CC(=C1C=CC=NC1=C2)C2(CC2)NC(C2=C(C=CC(=C2)OC[C@H]2N(CC2)C)C)=O